CC(C)(C(C)(O)C)O 2,3-dimethyl-2,3-butanediol